NCC1=NC=2C(=C3C(=NC2)NC=C3C(=O)C3=C(C=C(C=C3)OC3=CC=CC=C3)Cl)N1 (2-(aminomethyl)-1,6-dihydroimidazo[4,5-d]pyrrolo[2,3-b]pyridin-8-yl)(2-chloro-4-phenoxyphenyl)methanone